N-(4-methoxyphenyl)benzamide hydrochloride Cl.COC1=CC=C(C=C1)NC(C1=CC=CC=C1)=O